2-[(4-Acetylthiophen-3-yloxy)methyl]benzo[b]thiophene C(C)(=O)C=1C(=CSC1)OCC1=CC2=C(S1)C=CC=C2